OC1=CC=C(C=C1)C(CCCCCCCCC(=O)O)=O 10-(4-hydroxy-phenyl)-10-oxodecanoic acid